P1(=O)(OC(N(C)C)(N(C)C)O1)[O-] 1-[bis(dimethylamino) methylene] phosphate